NC(C(CO)NC(=O)C1=C(OC2=C1C=C(C=C2)OCC=2C(=NC=CC2)O)C)=O N-(1-amino-3-hydroxy-1-oxopropan-2-yl)-5-((2-hydroxypyridin-3-yl)methoxy)-2-methylbenzofuran-3-carboxamide